(E)-5-(2-(2-methylvinyl)-5-(6-methylpyridin-2-yl)-1H-imidazol-4-yl)benzo[c][1,2,5]thiadiazole C/C=C/C=1NC(=C(N1)C1=CC=2C(=NSN2)C=C1)C1=NC(=CC=C1)C